C1(CC1)CSC=1N=C(C2=C(N1)N(N=N2)[C@H]2[C@@H]([C@@H]([C@H](C2)OCCO)O)O)N[C@H]2[C@@H](C2)C2=CC(=C(C=C2)F)F (1S,2S,3R,5S)-3-(5-((cyclopropylmethyl)thio)-7-(((1R,2S)-2-(3,4-difluorophenyl)cycloPropyl)amino)-3H-[1,2,3]triazolo[4,5-d]pyrimidin-3-yl)-5-(2-hydroxyethoxy)cyclopentane-1,2-Diol